CNCCOCCOCCOCCOCCC(=O)OC(C)(C)C tert-butyl 5,8,11,14-tetraoxa-2-azaheptadecan-17-oate